(R)-1-methylpiperidine-3-amine CN1C[C@@H](CCC1)N